1-hydroxycyclohexene oxide OC12C(CCCC1)O2